C1=CC=CC=2C3=CC=CC=C3C(C12)COC(=O)NCC(=O)NCC(=O)N[C@@H](CC1=CC=CC=C1)C(=O)NCOCC(=O)OCC1=CC=CC=C1 Benzyl [({N-[(9H-fluoren-9-ylmethoxy) carbonyl] glycylglycyl-L-phenylalanyl}amino)methoxy]acetate